N-(6-(1-methyl-1H-1,2,3-triazol-4-yl)isoquinolin-3-yl)cyclopropanecarboxamide CN1N=NC(=C1)C=1C=C2C=C(N=CC2=CC1)NC(=O)C1CC1